benzyl (R)-7-(2-{bis[2-(tert-butoxy)-2-oxoethyl]amino} ethyl)-6-[2-(tert-butoxy)-2-oxoethyl]-2,2-dimethyl-4,8-dioxo-3,5-dioxa-6,9-diazadodecan-12-oate C(C)(C)(C)OC(CN(CC[C@@H](N(OC(OC(C)(C)C)=O)CC(=O)OC(C)(C)C)C(NCCC(=O)OCC1=CC=CC=C1)=O)CC(OC(C)(C)C)=O)=O